2-chloro-N-[2-(2,4-dimethylphenyl)-2,2-difluoro-ethyl]-3-iodo-5-[3-(trifluoro-methyl)phenoxy]pyridine-4-carboxamide ClC1=NC=C(C(=C1I)C(=O)NCC(F)(F)C1=C(C=C(C=C1)C)C)OC1=CC(=CC=C1)C(F)(F)F